(6S,8S,9R,10S,11S,13S,14S,17R)-6,9-difluoro-17-(((fluoromethyl)thio)carbonyl)-11-hydroxy-10,13-dimethyl-3-oxo-6,7,8,9,10,11,12,13,14,15,16,17-dodecahydro-3H-cyclopenta[a]phenanthrene F[C@@H]1C2=CC(C=C[C@@]2([C@]2([C@H](C[C@@]3([C@@H](CC[C@H]3[C@@H]2C1)C(=O)SCF)C)O)F)C)=O